europium cyanate [O-]C#N.[Eu+3].[O-]C#N.[O-]C#N